C(#N)C1=CC(=C(C=C1)COC1=NSC(=N1)C1=CC(=C(C=C1)CC=1N(C2=C(N1)C=CC(=C2)C(=O)OC)CCOC)F)F Methyl 2-{[4-[3-[(4-cyano-2-fluoro-phenyl)methoxy]-1,2,4-thiadiazol-5-yl]-2-fluoro-phenyl]methyl}-3-(2-methoxyethyl)benzimidazole-5-carboxylate